C(#N)C1=CC(=NC(=C1)OCC1=C(C=C(C=C1)C#N)F)N1CCN(CC1)C(=O)OC(C)(C)C tert-butyl 4-(4-cyano-6-((4-cyano-2-fluorobenzyl)oxy)pyridin-2-yl)piperazine-1-carboxylate